BrC=1C=C2N=CC(=NC2=CC1)C(F)(F)F 6-bromo-2-(trifluoromethyl)quinoxaline